4-CHLORO-2-FORMYLPHENYL 4-BROMO-1-METHYL-1H-PYRAZOLE-3-CARBOXYLATE BrC=1C(=NN(C1)C)C(=O)OC1=C(C=C(C=C1)Cl)C=O